ClC=1N=C(C(=NC1)C(=O)O)N1CCC2(CC2)CC1 5-Chloro-3-(6-azaspiro[2.5]octan-6-yl)pyrazine-2-carboxylic acid